1-(4-(3,6-bis(2,6-dimethylphenyl)-9H-carbazol-9-yl)-2'-methyl-[1,1'-biphenyl]-2-yl)-3,6-diphenyl-9H-carbazole CC1=C(C(=CC=C1)C)C=1C=CC=2N(C3=CC=C(C=C3C2C1)C1=C(C=CC=C1C)C)C1=CC(=C(C=C1)C1=C(C=CC=C1)C)C1=CC(=CC=2C3=CC(=CC=C3NC12)C1=CC=CC=C1)C1=CC=CC=C1